diallyl-dimethylammonium bis(trifluoromethane)sulfonimide [N-](S(=O)(=O)C(F)(F)F)S(=O)(=O)C(F)(F)F.C(C=C)[N+](C)(C)CC=C